(6aS,8S)-4-iodo-8-(methoxymethyl)-6a,7,8,9-tetrahydro-6H-pyrido[3,2-b]pyrrolo[1,2-d][1,4]oxazine IC1=CC=NC2=C1OC[C@H]1N2C[C@H](C1)COC